COC(C(CC)NC1=NC=C(C=C1[N+](=O)[O-])Br)=O 2-((5-bromo-3-nitropyridin-2-yl)amino)butanoic acid methyl ester